5-(4,6-diphenyl-1,3,5-triazin-2-yl)-2,3,4-tris(3,6-diphenyl-9H-carbazol-9-yl)benzonitrile C1(=CC=CC=C1)C1=NC(=NC(=N1)C1=CC=CC=C1)C=1C(=C(C(=C(C#N)C1)N1C2=CC=C(C=C2C=2C=C(C=CC12)C1=CC=CC=C1)C1=CC=CC=C1)N1C2=CC=C(C=C2C=2C=C(C=CC12)C1=CC=CC=C1)C1=CC=CC=C1)N1C2=CC=C(C=C2C=2C=C(C=CC12)C1=CC=CC=C1)C1=CC=CC=C1